tert-Butyl (3S,4R)-3-(hydroxymethyl)-4-(2-methoxyphenyl)piperidine-1-carboxylate OC[C@@H]1CN(CC[C@H]1C1=C(C=CC=C1)OC)C(=O)OC(C)(C)C